OC1=C2C(C=C(OC2=CC(=C1OC)O)C1=CC=C(C=C1)Br)=O 5-hydroxy-6-methoxy-7-hydroxy-4'-bromoflavone